C(C)(C)C1=CC=C(C(=O)NC2=CC3=C(SC(=C3)CCC(=O)OCC)C=C2)C=C1 ethyl 3-(5-(4-isopropylbenzamido)benzo[b]thiophen-2-yl)propanoate